2-(4'-((3,3-dimethylbutyl)sulfonyl)-[1,1'-biphenyl]-4-yl)-2-methylpropionic acid ethyl ester C(C)OC(C(C)(C)C1=CC=C(C=C1)C1=CC=C(C=C1)S(=O)(=O)CCC(C)(C)C)=O